COC(=O)OC[C@@H]1[C@H]([C@@H]([C@H]([C@H](OC2=C(C=CC=C2)CC2=CC=C(C=C2)C)O1)O)O)O 2-(4-methylbenzyl)-phenyl 6-O-methoxycarbonyl-β-D-glucopyranoside